CC=1C=C(C=C(C1O)C)C(C)(C)C1=CC(=CC(=C1)C(C)(C)C1=CC(=C(C(=C1)C)O)C)C(C)(C)C1=CC(=C(C(=C1)C)O)C α,α',α''-tris(3,5-dimethyl-4-hydroxyphenyl)1,3,5-triisopropylbenzene